NC1=C(C=C(C=C1F)Br)O 2-amino-5-bromo-3-fluorophenol